FC1=CC2=C(SC(=C2CCNC2=CC(=NC=N2)C2=CC=C(C=C2)C2=CC(=NO2)O)C)C(=C1)C 5-(4-{6-[2-(5-Fluoro-2,7-dimethyl-benzo[b]thiophen-3-yl)-ethylamino]-pyrimidin-4-yl}-phenyl)-isoxazol-3-ol